3-(3-(4-(2,3-dichlorophenyl)piperazin-1-yl)propyl)-9-methylpyrimido[5,4-c]quinolin-4(3H)-one formate C(=O)O.ClC1=C(C=CC=C1Cl)N1CCN(CC1)CCCN1C=NC2=C(C=NC=3C=CC(=CC23)C)C1=O